CC(CCCCN1[C@@H](C[C@@H](C1)O)C(=O)OCCCCCCC(C(OCCCC(CCCCC)CCCCC)=O)(C)C)(C(OCCCC(CCCCC)CCCCC)=O)C [7,7-dimethyl-8-oxo-8-(4-pentylnonoxy)octyl] (2S,4S)-1-[5,5-dimethyl-6-oxo-6-(4-pentylnonoxy)hexyl]-4-hydroxy-pyrrolidine-2-carboxylate